CC=1SC2=C(N(C=3C=CC(=CC23)C(=O)O)C2=CC=C(C=C2)C(F)(F)F)N1 2-methyl-4-[4-(trifluoromethyl)phenyl]-[1,3]Thiazolo[4,5-b]Indole-7-carboxylic acid